6-(4-bromo-phenyl)-2-methyl-nicotinic acid methyl ester COC(C1=C(N=C(C=C1)C1=CC=C(C=C1)Br)C)=O